Br.BrCCN 2-Bromoethanamine hydrobromide